N-(5-chloro-2-hydroxyphenyl)cyclopropanecarboxamide ClC=1C=CC(=C(C1)NC(=O)C1CC1)O